N-(4-(2-(3-(tert-butyldiphenylsilyloxy)-2,2-difluoropropyl)-3-methyl-2,3,4,5-tetrahydro-1H-pyrido[4,3-b]Indol-1-yl)-3,5-difluorophenyl)azetidin-3-amine [Si](C1=CC=CC=C1)(C1=CC=CC=C1)(C(C)(C)C)OCC(CN1C(C2=C(NC=3C=CC=CC23)CC1C)C1=C(C=C(C=C1F)NC1CNC1)F)(F)F